(3R,5S,E)-7-(5-cyclopropyl-7-(4-fluorophenyl)benzo[d]thiazol-6-yl)-3,5-dihydroxyhept-6-enoic acid sodium salt [Na+].C1(CC1)C=1C(=C(C2=C(N=CS2)C1)C1=CC=C(C=C1)F)/C=C/[C@H](C[C@H](CC(=O)[O-])O)O